FC(C(=O)O)(F)F.C(#N)C1(CC1)NC([C@H](CC(C)C)N[C@H](C(F)(F)F)C=1C=CC2=C(OC3=C2C=C(C=C3)C3=C(N=C(N3)C)C)C1)=O (S)-N-(1-cyanocyclopropyl)-2-(((S)-1-(8-(2,4-dimethyl-1H-imidazol-5-yl)dibenzo[b,d]furan-3-yl)-2,2,2-trifluoroethyl)amino)-4-methylpentanamide trifluoroacetate